ethyl 7-bromo-6-methoxy-2-(3-thienyl)benzofuro[3,2-c]pyrazole-3-carboxylate BrC=1C(=CC2=C(C1)C1=NN(C(=C1O2)C(=O)OCC)C2=CSC=C2)OC